N-(5-(6-chloropyrazin-2-yl)pyridin-2-yl)-2-(2-(cyclopropanesulfonamido)thiazol-4-yl)-2-methylpropanamide ClC1=CN=CC(=N1)C=1C=CC(=NC1)NC(C(C)(C)C=1N=C(SC1)NS(=O)(=O)C1CC1)=O